O1C(CCCCC1=O)=O oxepan-2,7-dione